NC=1N(N=CN1)C 3-amino-2-methyl-1,2,4-triazole